O=C1NC(=C2N1CCNC2)C(=O)N[C@@H](C)C2=CC=CC=C2 |r| 3-oxo-N-[rac-(1S)-1-phenylethyl]-6,8-dihydro-5H-imidazo[1,5-a]pyrazine-1-carboxamide